C(#N)C1=C(C=C(OCC2(CN(C2)S(=O)(=O)C2=C(C=C(C=C2)Cl)Cl)CNC(C)=O)C=C1)F N-((3-((4-Cyano-3-fluorophenoxy)methyl)-1-((2,4-dichlorophenyl)sulfonyl)azetidin-3-yl)methyl)acetamide